FC(COC1=C(CSCC2=C(C=CC=C2C(F)(F)F)OCC(F)F)C(=CC=C1)C(F)(F)F)F 2-(2,2-difluoroethoxy)-6-trifluoromethyl-benzylsulfide